C(C)(C)(C)OC(C1=C(C=C(C(=C1)F)N1N=C(N(C1=O)C1CC1)CC)F)=O 4-(4-cyclopropyl-3-ethyl-5-oxo-4,5-dihydro-1H-1,2,4-triazol-1-yl)-2,5-difluorobenzoic acid tert-butyl ester